(4-benzhydrylpiperazin-1-yl)(4-chloropyridin-3-yl)methanone C(C1=CC=CC=C1)(C1=CC=CC=C1)N1CCN(CC1)C(=O)C=1C=NC=CC1Cl